CN(C(OC(C)(C)C)=O)CCCC(=O)N(C(C)=O)C tert-butyl methyl(4-(N-methylacetamido)-4-oxobutyl)carbamate